((5-(2,6-difluoro-3-(4,4,5,5-tetramethyl-1,3,2-dioxaborolan-2-yl)phenoxy)-3,3-difluoro-2-(4-fluorophenyl)pentan-2-yl)oxy)triethylsilane FC1=C(OCCC(C(C)(C2=CC=C(C=C2)F)O[Si](CC)(CC)CC)(F)F)C(=CC=C1B1OC(C(O1)(C)C)(C)C)F